[N+](=O)([O-])C1=C(C=CC=2CCN(CCC21)C(C(F)(F)F)=O)NC(C)=O N-(6-nitro-3-(2,2,2-trifluoroacetyl)-2,3,4,5-tetrahydro-1H-benzo[d]azepin-7-yl)Acetamide